BrC1=C2C=CC(C2=C(C=C1)F)=O 4-Bromo-7-fluoroindenone